2-Methacryloylthio-n-pentylthio-5-n-hexylthio-1,3,4-thiadiazole C(C(=C)C)(=O)SC(CSC=1SC(=NN1)SCCCCCC)CCC